C(C)(=O)[O-].C(CCCCCCCCCCC)NC(CCCC[NH+](C)C)=O (5-Laurylamino-5-oxopentyl)dimethylammonium acetate